OC([C@H](C)N1C(N=CC=C1C1=CC=C(C=C1)OC(F)(F)F)C=1C=NN(C1)C)(C)C N-[(2S)-3-Hydroxy-3-methylbutan-2-yl]-2-(1-methyl-1H-pyrazol-4-yl)-6-[4-(trifluoromethoxy)phenyl]pyrimidin